BrC1=C(C=CC(=C1)F)[C@@H]1N=C(NC(=C1CC(=O)OCC)CBr)C=1SC=CN1 (R)-ethyl 4-(2-bromo-4-fluorophenyl)-6-(bromomethyl)-2-(thiazol-2-yl)-1,4-dihydropyrimidine-5-acetate